8-((4-(2-fluoro-6-(methylcarbamoyl)pyridin-3-yl)piperazin-1-yl)methyl)-2-methyl-7-fluoroimidazo[1,2-c]quinazolin-5(6H)-one FC1=NC(=CC=C1N1CCN(CC1)CC=1C=CC=2C=3N(C(NC2C1F)=O)C=C(N3)C)C(NC)=O